C(C)(=O)C1=C(OCC(=O)OC)C=CC=C1 Methyl (2-acetylphenoxy)acetate